C[C@@]12C=CC[C@H]1[C@@H]1CCC3C[C@@H](CC[C@]3(C)[C@H]1CC2)O androst-16-en-3α-ol